3-[2-(2-aminoethoxy)ethoxy]propionic acid tert-butyl ester C(C)(C)(C)OC(CCOCCOCCN)=O